C(C)(C)(C)OC(=O)N1[C@@H](CC1)C(NC1(CC1)C1=CC(=C(C=C1)F)C(F)(F)F)=O (S)-2-((1-(4-fluoro-3-(trifluoromethyl)phenyl)cyclopropyl)carbamoyl)azetidine-1-carboxylic acid tert-butyl ester